5-((R)-6-(1-cyclopropyl-1H-pyrazol-4-yl)-3,6-dihydro-2H-pyran-4-yl)-7-(2-fluoro-4-(trifluoromethyl)phenyl)-2-((R)-3-methoxypyrrolidin-1-yl)thiazolo[4,5-d]pyrimidine C1(CC1)N1N=CC(=C1)[C@H]1C=C(CCO1)C=1N=C(C2=C(N1)N=C(S2)N2C[C@@H](CC2)OC)C2=C(C=C(C=C2)C(F)(F)F)F